C(C)(C)(C)OC(=O)N1C(C(C2=CC=C(C=C12)NC1(CN(C1)C(=O)OC(C)(C)C)C1=C(C(=CC=C1)C)Cl)(C)C)=O.OC1=C(C=C(C=C1)C)[P+](C1=CC=CC=C1)(C1=CC=CC=C1)C1=CC=CC=C1 (2-hydroxy-5-methylphenyl)triphenylphosphonium tert-butyl-6-((1-(tert-butoxycarbonyl)-3-(2-chloro-3-methylphenyl)azetidin-3-yl)amino)-3,3-dimethyl-2-oxoindoline-1-carboxylate